BrCC1=CC=C(C=C1)B1OC(C(O1)(C)C)(C)C 2-(4-(bromomethyl)phenyl)-4,4,5,5-tetramethyl-1,3,2-dioxaborolan